O1C(=CC2=C1C=CC=C2)C2=CC=CC=C2N 6-(2-benzofuranyl)-aniline